1-methyl-5-methoxybenzimidazole CN1C=NC2=C1C=CC(=C2)OC